BrC1=CC=C(\C=N\NC(C)=O)C=C1 N'-((E)-4-bromobenzylidene)acethydrazide